NC1=NC=CC=C1C1=NC=2C(=NC(=CC2)B(O)O)N1C=1C=C2CC[C@@H](C2=CC1)NC(C1=C(C(=C(C(=C1)C1OCCO1)OCC1=CC=CC=C1)F)F)=O 2-(2-aminopyridin-3-yl)-3-[(1S)-1-[4-(benzyloxy)-5-(1,3-dioxolan-2-yl)-2,3-difluorobenzamido]-2,3-dihydro-1H-inden-5-yl]imidazo[4,5-b]pyridin-5-ylboronic acid